4-Diphenylaminopyrimidine C1(=CC=CC=C1)N(C1=NC=NC=C1)C1=CC=CC=C1